N1=C(N=CC=C1)C1=NC(=NC(=N1)C1=NC=CC=N1)C1=NC=CC=N1 2,4,6-tris(2-pyrimidinyl)-1,3,5-triazine